C(C)N1C(=NN=C1)C=1C=C2C=NN(C2=C(C1)OC1=CC=C(OCCCN2CC3OC(C2)C3)C=C1)C 3-[3-[4-[5-(4-ethyl-1,2,4-triazol-3-yl)-1-methyl-indazol-7-yl]oxyphenoxy]propyl]-6-oxa-3-azabicyclo[3.1.1]heptane